7-((5-(4-hydroxy-4-((4-methyl-piperazin-1-yl)methyl)piperidin-1-yl)pyridin-2-yl)amino)-4-(imidazo[1,2-a]pyridin-3-yl)-2,3-dihydro-1H-pyrrolo[3,4-c]pyridin-1-one OC1(CCN(CC1)C=1C=CC(=NC1)NC=1C2=C(C(=NC1)C1=CN=C3N1C=CC=C3)CNC2=O)CN2CCN(CC2)C